C(C=C)(=O)OC(C1=CC=CC=C1)OC1=C(C=CC=C1)O 2-hydroxyphenoxybenzyl acrylate